CN1N=CC2=CC=C(C=C12)C=1C2=C(NN1)C1=C(C2)SC(=C1)C=1C=CC(=NC1)N1CCOCC1 4-(5-(3-(1-methyl-1H-indazol-6-yl)-1,4-dihydrothieno[2',3':4,5]cyclopenta[1,2-c]pyrazol-6-yl)pyridin-2-yl)morpholine